N-((8-chloroquinoxalin-6-yl)methyl)-4-(piperazin-1-yl)pyridin-3-amine ClC=1C=C(C=C2N=CC=NC12)CNC=1C=NC=CC1N1CCNCC1